C(C)(C)(C)OC(N[C@@H]1C(NC[C@H]1C1=CC=C(C=C1)OC)=O)=O |r| (±)-trans-(4-(4-methoxyphenyl)-2-oxopyrrolidin-3-yl)carbamic acid tert-butyl ester